2-(dimethylamino)-2-methylpropionic acid CN(C(C(=O)O)(C)C)C